OC1=NC2=CC=C(C=C2N=C1)C(C)N1C[C@@H](N(C[C@H]1C)C=1C=2C(N(C(C1)=O)C)=CN(N2)CC#N)C 2-(7-((2S,5R)-4-(1-(2-hydroxyquinoxalin-6-yl)ethyl)-2,5-dimethylpiperazin-1-yl)-4-methyl-5-oxo-4,5-dihydro-2H-pyrazolo[4,3-b]pyridin-2-yl)acetonitrile